C(#N)C1=CC=C2C=C(NC2=C1)C(=O)OC Methyl 6-cyano-1H-indole-2-carboxylate